C1(CC1)C1=C(C(=O)O)C=CC=C1 cyclopropyl-benzoic acid